CC=1C=NC2=CC=CC(=C2C1)NC1CCN(CC1)CC(=O)N1[C@@H](CCC1)C#N (S)-1-(2-(4-((3-methylquinolin-5-yl)amino)piperidin-1-yl)acetyl)pyrrolidine-2-carbonitrile